FC=1C(=C(CNC(OC(C)(C)C)=O)C=CC1B1OC(C(O1)(C)C)(C)C)C tert-butyl (3-fluoro-2-methyl-4-(4,4,5,5-tetramethyl-1,3,2-dioxaborolan-2-yl)benzyl)carbamate